C(=C\C)/C1=CC=CC2=CC=CC=C12 (E)-1-(prop-1-en-1-yl)naphthalene